C(C)(C)(C)OC(=O)C1=CC=C(C=C1)NC1=NC=CC(=N1)N1C[C@@]2([C@](C1)(CN(C2)C(=O)OC(C)(C)C)C)C Tert-butyl (3aR,6aS)-5-(2-((4-(tert-butoxycarbonyl)phenyl)amino)pyrimidin-4-yl)-3a,6a-dimethylhexahydropyrrolo[3,4-c]pyrrole-2(1H)-carboxylate